S(OCCCCCCCC)([O-])(=O)=O sulfuric acid, monooctyl ester